(3S)-3-pyrazin-2-yl-isoxazolidine HCl salt Cl.N1=C(C=NC=C1)[C@H]1NOCC1